ClC=1C=C(C=CC1)N=NC=1N(C(=CC(C1O)=O)CO)C 2-(3-chloro-phenylazo)-3-hydroxy-6-hydroxymethyl-1-methyl-1H-pyridin-4-one